C(C)OC([C@H](CCCCCCCC1=NC=2NCCCC2C=C1)NC1=NC=C(C=N1)C=1C=NC=CC1)=O (S)-2-((5-(pyridin-3-yl)pyrimidin-2-yl)amino)-9-(5,6,7,8-tetrahydro-1,8-naphthyridin-2-yl)nonanoic acid ethyl ester